ClC=1C=C(C=C(C1)C(F)(F)F)NC(=S)N[C@@H](C)C=1N(N=CN1)C1=NC=CC=N1 1-[3-chloro-5-(trifluoromethyl)phenyl]-3-[(1S)-1-(2-pyrimidin-2-yl-1,2,4-triazol-3-yl)ethyl]thiourea